C(=O)N(C(CCCNC)=O)C N-formyl-N-methyl-4-(methylamino)butanamide